N-(3-chloro-2-fluoro-4-isopropoxy-phenyl)-6-(1,6-diazaspiro[3.3]heptan-6-yl)pyrido[3,2-d]pyrimidin-4-amine ClC=1C(=C(C=CC1OC(C)C)NC=1C2=C(N=CN1)C=CC(=N2)N2CC1(CCN1)C2)F